ClC=1C=C(C=C(C1C(=O)N1COC2=C(C1)C=CC=C2C2=C(C=C(C(=C2)N2C1COCC2CC1)C(=O)OC)F)Cl)B(O)O [3,5-dichloro-4-[8-[2-fluoro-4-methoxycarbonyl-5-(3-oxa-8-azabicyclo[3.2.1]Octane-8-yl)phenyl]-2,4-dihydro-1,3-benzoxazine-3-carbonyl]phenyl]boronic acid